(R)-2-Methyl-N-(1-(3-nitro-5-(trifluoromethyl)phenyl)ethyl)-6-(piperidin-4-yl)quinazoline-4-amine CC1=NC2=CC=C(C=C2C(=N1)N[C@H](C)C1=CC(=CC(=C1)C(F)(F)F)[N+](=O)[O-])C1CCNCC1